C(C)OC(C(C1=NC(=CC=C1)OC)(F)F)=O 2,2-Difluoro-2-(6-methoxypyridin-2-yl)acetic acid ethyl ester